F[C@@H]1CN(CC1)C(=O)[C@H]1CN(CC=2N1C(NN2)=O)C(=O)OC(C)(C)C |&1:8| tert-butyl (5RS)-5-{[(3S)-3-fluoropyrrolidin-1-yl]carbonyl}-3-oxo-2,5,6,8-tetrahydro[1,2,4]triazolo[4,3-a]pyrazine-7(3H)-carboxylate